(2S,3S,4R,5S)-N-(3-carbamoylphenyl)-3-[2-(difluoromethoxy)-3,4-difluoro-phenyl]-4,5-dimethyl-5-(trifluoromethyl)tetrahydrofuran-2-carboxamide C(N)(=O)C=1C=C(C=CC1)NC(=O)[C@H]1O[C@@]([C@@H]([C@H]1C1=C(C(=C(C=C1)F)F)OC(F)F)C)(C(F)(F)F)C